tert-butylchlorophenylsilane C(C)(C)(C)[SiH](C1=CC=CC=C1)Cl